C1(=CC(=CC=C1)C1=NC(=NC(=C1)C1=CC(=CC=C1)Br)C=1C=NC=CC1)C1=CC=CC=C1 4-Biphenyl-3-yl-6-(3-bromophenyl)-2-(pyridin-3-yl)-pyrimidine